3-(methoxymethyl)succinic acid 1-ethyl 4-methyl ester COC(C(CC(=O)OCC)COC)=O